ClC1=C(C=C(C=C1)F)[C@H]1NC(NCC=2C1=C(SC2C(=O)NC)NCC2=CC(=CC(=C2)C(F)(F)F)F)=O (S)-1-(2-chloro-5-fluorophenyl)-8-(3-fluoro-5-trifluoromethylbenzylamino)-N-methyl-3-oxo-2,3,4,5-tetrahydro-1H-thieno[3,4-e][1,3]diazepine-6-Carboxamide